3,6-anhydro-α-L-galactopyranose O[C@H]1[C@@H](O)[C@H]2[C@H](O)[C@@H](O1)CO2